1-(tetrahydro-2H-pyran-4-yl)-4,5,6,7-tetrahydro-1H-pyrazolo[4,3-c]pyridine O1CCC(CC1)N1N=CC=2CNCCC21